CC1=CC=C(C=C1)C(C)NC(=O)C(C(C)C)NC(=O)OC(C)C The molecule is a carbamate ester that is valinamide in which one of the hydrogens attached to the amide nitrogen is replaced by a 1-(p-tolyl)ethyl group and the alpha-amino group has been converted to the corresponding isopropyl carbamate. It is a carbamate ester, a valine derivative and an amino acid amide.